methyl-4-iodobenzoate COC(C1=CC=C(C=C1)I)=O